N-[3-(1H-benzo[d]imidazol-2-yl)phenyl]-4-(pyridin-4-yl)aniline N1C(=NC2=C1C=CC=C2)C=2C=C(C=CC2)NC2=CC=C(C=C2)C2=CC=NC=C2